N-[(2S)-1-Hydroxypropan-2-yl]-2-[1-(2-methylpropyl)-1H-pyrazol-4-yl]-6-[4-(trifluoromethoxy)phenyl]pyrimidin OC[C@H](C)N1C(N=CC=C1C1=CC=C(C=C1)OC(F)(F)F)C=1C=NN(C1)CC(C)C